methyl 4-(((2S)-2-((tert-butoxycarbonyl)amino)-1-cyano-3-(1H-indol-3-yl)propyl)amino)-4'-propoxy-[1,1'-biphenyl]-3-carboxylate C(C)(C)(C)OC(=O)N[C@H](C(C#N)NC1=C(C=C(C=C1)C1=CC=C(C=C1)OCCC)C(=O)OC)CC1=CNC2=CC=CC=C12